3,6,7-trichloro-N-(3,4-difluorobenzyl)quinoxalin-2-amine ClC=1C(=NC2=CC(=C(C=C2N1)Cl)Cl)NCC1=CC(=C(C=C1)F)F